2,6-dichloroisonicotinamide ClC=1C=C(C(=O)N)C=C(N1)Cl